3-[3-(Benzyloxy)-4-phenoxyphenyl]-1-(3-methylphenyl)urea C(C1=CC=CC=C1)OC=1C=C(C=CC1OC1=CC=CC=C1)NC(NC1=CC(=CC=C1)C)=O